COC1=CC=C(C=C1)C1=CC(=NO1)C1=CC=C(C=C1)CC(=O)N (4-(5-(4-methoxyphenyl)isoxazol-3-yl)phenyl)acetamide